ClC=1C=NC(=C(C(=O)N(C)C2CCOC3=C(C=CC=C23)F)C1)OC 5-chloro-N-(8-fluorochroman-4-yl)-2-methoxy-N-methylnicotinamide